(4S)-4-(hydroxymethyl)-1-(5-{[2-methyl-6-(trifluoromethyl)phenyl]methoxy}pyridin-2-yl)imidazolidin-2-one OC[C@H]1NC(N(C1)C1=NC=C(C=C1)OCC1=C(C=CC=C1C(F)(F)F)C)=O